iso-valin N[C@@](C)(CC)C(=O)O